FC=1C=CC(=NC1)O[C@@H]1CN(CC1)C1=C(C=C(C=C1)OC1=C(C=CC=C1)C(C)OC)CCO 2-(2-((S)-3-(5-fluoropyridin-2-yloxy)pyrrolidin-1-yl)-5-(2-(1-methoxyethyl)phenoxy)phenyl)ethanol